C[C@@H]1CC[C@H]2[C@@]13CC=C([C@@H](C3)C2(C)C)C 7-epi-α-Cedrene